diphenyl-phenylene oxide C1(=CC=CC=C1)C=1C(=C2C(=CC1)O2)C2=CC=CC=C2